BrC=1C=CC(=C(C1)NC1=NC=NC2=CC(=C(C=C12)[N+](=O)[O-])OC)OC N-(5-bromo-2-methoxyphenyl)-7-methoxy-6-nitroquinazolin-4-amine